3-(2-methoxypyridin-4-yl)-6-oxopiperidine-3-carboxylic acid COC1=NC=CC(=C1)C1(CNC(CC1)=O)C(=O)O